(3R)-3-{[2-(4-hydroxyphenyl)[1,2,4]triazolo[1,5-c]quinazolin-5-yl]amino}azepan-2-one OC1=CC=C(C=C1)C1=NN2C(=NC=3C=CC=CC3C2=N1)N[C@H]1C(NCCCC1)=O